(2Z)-2-[(1-methyl-5-nitroimidazol-2-yl)methylidene]-1-benzofuran-3-one CN1C(=NC=C1[N+](=O)[O-])\C=C\1/OC2=C(C1=O)C=CC=C2